(2R,4S,5R,6R)-6-((1R,2R)-3-(4-chlorobenzamido)-1,2-dihydroxypropyl)-4-hydroxy-5-(2-hydroxyacetamido)-2-(oct-7-yn-1-yloxy)tetrahydro-2H-pyran-2-carboxylic acid ClC1=CC=C(C(=O)NC[C@H]([C@@H](O)[C@H]2[C@@H]([C@H](C[C@@](O2)(C(=O)O)OCCCCCCC#C)O)NC(CO)=O)O)C=C1